tert-butyl 3-[4-[3-[(tert-butoxycarbonylamino)methyl]pyrrolidin-1-yl]-2-[2-fluoro-4-(trifluoromethyl)phenyl]pyrimidin-5-yl]-2,5-dihydropyrrole-1-carboxylate C(C)(C)(C)OC(=O)NCC1CN(CC1)C1=NC(=NC=C1C=1CN(CC1)C(=O)OC(C)(C)C)C1=C(C=C(C=C1)C(F)(F)F)F